5-(2-Amino-3-phenylpropoxy)-2-methyl-N-(1-(naphthalen-1-yl)cyclopropyl)benzamide NC(COC=1C=CC(=C(C(=O)NC2(CC2)C2=CC=CC3=CC=CC=C23)C1)C)CC1=CC=CC=C1